1-(4-methoxybenzoyl)pyrrolidine-3-carbonitrile COC1=CC=C(C(=O)N2CC(CC2)C#N)C=C1